FC1(CCC(CC1)OC=1C=C(C(=O)O)C=C(C1)NC1=C(C=NC2=CC(=CC=C12)C=1C(=NC(=NC1)OC)OC)C(=O)OCC)F 3-((4,4-difluorocyclohexyl)oxy)-5-((7-(2,4-dimethoxypyrimidin-5-yl)-3-(ethoxycarbonyl)quinolin-4-yl)amino)benzoic acid